2-chloroethyl-2-(9,11-dichloro-5-methyl-5,6-dihydroindolo[2,1-a]isoquinolin-5-yl)acetate ClCCOC(CC1(CN2C(C=3C=CC=CC13)=CC=1C(=CC(=CC12)Cl)Cl)C)=O